potassium 2,2-diphenylpropanedioate C1(=CC=CC=C1)C(C(=O)[O-])(C(=O)[O-])C1=CC=CC=C1.[K+].[K+]